N1=NC(=NC(=C1)C(=O)[O-])C(=O)[O-] [1,2,4]triazinediat